(cyclopropylmethyl)-3-[4-[[(3S,4R)-3-fluoro-1-methyl-4-piperidyl]amino]-1-(2,2,2-trifluoroethyl)indol-2-yl]-1,2,4-oxadiazole-5-carboxamide C1(CC1)CNC(=O)C1=NC(=NO1)C=1N(C2=CC=CC(=C2C1)N[C@H]1[C@H](CN(CC1)C)F)CC(F)(F)F